C(C(=C)C)(=O)O.C(C=C)(=O)O.C(C=C)(=O)N acrylamide acrylate methacrylate